FC(C1=NC=CC(=C1)C1=NN=C(S1)C1CN(CCC1)C(=O)OC(C)(C)C)(F)F tert-butyl 3-(5-(2-(trifluoromethyl)pyridin-4-yl)-1,3,4-thiadiazol-2-yl)piperidine-1-carboxylate